C1(=CC=CC=C1)[S+](C1=C(C=CC=C1)OC1=CC=C(C=C1)C=1SC=CC1)C1=CC=CC=C1 diphenyl-(4-thiophenylphenoxyphenyl)sulfonium